N=1C=2N(C=CC1)C=CC2 pyrrolo[1,2-a]pyrimidin